C(C)(C)(C)OC(=O)N1C[C@@H]2C([C@@H]2C1)(CC#N)F (1R,5S,6r)-6-fluoro-6-(cyanomethyl)-3-azabicyclo[3.1.0]hexane-3-carboxylic acid tert-butyl ester